[F-].OC(C[NH3+])(O)O trihydroxyethyl-ammonium fluoride